perfluoro methoxyethyl-vinyl ether COCCC=COF